ClC=1C(N(C(=CC1OCC1=NC=C(C=C1F)F)C)C1=CC(=NC=C1C)C1=NC(=NC=C1)C1CC(C1)O)=O 3-chloro-4-((3,5-difluoropyridin-2-yl)methoxy)-2'-(2-(3-hydroxycyclobutyl)pyrimidin-4-yl)-5',6-dimethyl-2H-[1,4'-bipyridin]-2-one